C(C)OC(C1=CN=C(C(=C1)Cl)N1C(CN(CC1)C1=NOC2=C1C(=CC=C2)C(F)(F)F)=O)=O 5-Chloro-6-(2-oxo-4-(4-(trifluoromethyl)benzo[d]isoxazol-3-yl)piperazin-1-yl)nicotinic acid ethyl ester